ammonium cobalt(II) phosphate P(=O)([O-])([O-])[O-].[Co+2].[NH4+]